1-(9Z-octadecenoyl)-2-nonadecanoyl-glycero-3-phosphocholine CCCCCCCCCCCCCCCCCCC(=O)O[C@H](COC(=O)CCCCCCC/C=C\CCCCCCCC)COP(=O)([O-])OCC[N+](C)(C)C